cerium phosphate salt P(=O)([O-])([O-])[O-].[Ce+3]